C(C1=CC=CC=C1)N1C(CCC(C1)OCC1=CC=CC=C1)(C)C 1-benzyl-5-(benzyloxy)-2,2-dimethylpiperidine